(17β)-17-hydroxyandrost-4-ene-3-one O[C@@H]1[C@]2(C)[C@@H](CC1)[C@@H]1CCC3=CC(CC[C@]3(C)[C@H]1CC2)=O